6-AMINO-2-METHYLPYRIDINE-3-BORONIC ACID NC1=CC=C(C(=N1)C)B(O)O